CN1N=CC2=C(C(=C(C=C12)C)N)C 1,4,6-trimethyl-1H-indazol-5-amine